Disodium Tridecyl Sulfosuccinate S(=O)(=O)(O)C(C(=O)OCCCCCCCCCCCCC)CC(=O)[O-].[Na+].[Na+].C(CCCCCCCCCCCC)OC(C(CC(=O)[O-])S(=O)(=O)O)=O